NCCC1=CC(=C(CN2C(N(CCC2)C2=CC(=C(C=C2)OC)O)=O)C=C1)OC 1-(4-(2-aminoethyl)-2-methoxybenzyl)-3-(3-hydroxy-4-methoxyphenyl)tetrahydropyrimidin-2(1H)-one